N-[{2S,3R,4S}-4-fluoro-2-[(3'-fluoro[1,1'-biphenyl]-3-yl)methyl]-1-(1-hydroxy-cyclobutane-1-carbonyl)pyrrolidin-3-yl]-ethanesulfonamide F[C@@H]1[C@@H]([C@@H](N(C1)C(=O)C1(CCC1)O)CC=1C=C(C=CC1)C1=CC(=CC=C1)F)NS(=O)(=O)CC